2-[6-chloro-5-(hydroxymethyl)-2-methyl-3-oxo-pyridazin-4-yl]-N-[2-(5-fluoro-3-pyridyl)cyclopropyl]acetamide ClC=1C(=C(C(N(N1)C)=O)CC(=O)NC1C(C1)C=1C=NC=C(C1)F)CO